4-(4-amino-3,5-dichloro-phenyl)-7-hydroxy-1-oxo-isoindolin NC1=C(C=C(C=C1Cl)C1=C2CNC(C2=C(C=C1)O)=O)Cl